C(C1=CC=CC=C1)N(C12CC(C1)(C2)C2=CC(=NC=C2)OCCCOC(F)(F)F)CC2=CC=CC=C2 N,N-dibenzyl-3-{2-[3-(trifluoromethoxy)propoxy]pyridin-4-yl}bicyclo[1.1.1]pentan-1-amine